3-(4-Chloro-3,5-difluorophenyl)-N-(4-(hydroxymethyl)-3-(pyridin-4-yl)-1H-pyrazol-5-yl)propanamide ClC1=C(C=C(C=C1F)CCC(=O)NC1=C(C(=NN1)C1=CC=NC=C1)CO)F